C(C)(C)(C)OC(=O)N1C=NC(=C1)C1=CC=C(C=C1)OCC1=NN(N=C1)C.C(C1=CC=CC=C1)OC1=C(C(=CC(=C1)O)O)C(=O)N1CC2=CC=CC(=C2C1)N1CC(CCC1)O (2-(benzyloxy)-4,6-dihydroxyphenyl)(4-(3-hydroxypiperidin-1-yl)isoindolin-2-yl)methanone tert-butyl-4-(4-((2-methyl-2H-1,2,3-triazol-4-yl)methoxy)phenyl)-1H-imidazole-1-carboxylate